C[Si](C1=CC1(C)C)(C1=CC=CC=C1)C 2-dimethylphenylsilyl-3,3-dimethylcyclopropene